[Na].BrCC(=O)C=1C(OC2=CC=CC=C2C1)=O 3-(2-bromoacetyl)coumarin Sodium